2-(2-Tert-butylaminoethoxy)ethanol butyl-(3S,5S)-3-{[(2-{5-[(3-ethoxy-5-fluoropyridin-2-yl)oxy]pyridin-3-yl}pyrimidin-5-yl)carbonyl]amino}-5-fluoropiperidine-1-carboxylate C(CCC)C1N(C[C@H](C[C@@H]1NC(=O)C=1C=NC(=NC1)C=1C=NC=C(C1)OC1=NC=C(C=C1OCC)F)F)C(=O)OCCOCCNC(C)(C)C